pyrrolo[1,2-a]pyrazin-4(6H)-one C1=C2N(C(C=N1)=O)CC=C2